8-(3-(4-Acryloylpiperazin-1-yl)propyl)-6-(2,6-dichloro-3,5-dimethoxyphenyl)-2-((methyl-d3)amino)pyrido[2,3-d]pyrimidin-7(8H)-one C(C=C)(=O)N1CCN(CC1)CCCN1C(C(=CC2=C1N=C(N=C2)NC([2H])([2H])[2H])C2=C(C(=CC(=C2Cl)OC)OC)Cl)=O